OC1=C(C=C(C=C1)CC(=O)O)[N+](=O)[O-] 4-hydroxy-3-nitrophenyl-acetic acid